3-(4-(4-amino-3-(4-phenoxyphenyl)-1H-pyrazolo[3,4-d]pyrimidin-1-yl)-[1,4'-bipiperidine]-1'-yl)azetidine-1-carboxylic acid tert-butyl ester C(C)(C)(C)OC(=O)N1CC(C1)N1CCC(CC1)N1CCC(CC1)N1N=C(C=2C1=NC=NC2N)C2=CC=C(C=C2)OC2=CC=CC=C2